4-(3-methyl-1H-pyrrolo[2,3-b]pyridin-4-yl)-N-(phenyl((S)-pyrrolidin-2-yl)methyl)-3,4-dihydro-2H-1,4-thiazine-6-carboxamide CC1=CNC2=NC=CC(=C21)N2CCSC(=C2)C(=O)NC([C@H]2NCCC2)C2=CC=CC=C2